(S)-N-(2-(2-cyano-4,4-difluoropyrrolidin-1-yl)-2-oxoethyl)-6-hydroxyquinoline-4-carboxamide C(#N)[C@H]1N(CC(C1)(F)F)C(CNC(=O)C1=CC=NC2=CC=C(C=C12)O)=O